FC1=CC2=C(CC3(CN(CC3)C(=O)OC(C)(C)C)O2)C=C1 tert-Butyl 6-fluorospiro[3H-benzofuran-2,3'-pyrrolidine]-1'-carboxylate